NCC=1C=C(C=CC1)C=1C=CC2=C(C(=C(O2)CCOC)COC2=C(C=CC(=C2)OC)CC(=O)OCC)C1 ethyl 2-(2-((5-(3-(aminomethyl)phenyl)-2-(2-methoxyethyl)benzofuran-3-yl)methoxy)-4-methoxyphenyl)acetate